2,2':5',2''-Terthiophene-4,5''-dicarbaldehyde S1C(=CC(=C1)C=O)C=1SC(=CC1)C=1SC(=CC1)C=O